ClC=1C(=C(C=CC1)\C=1\CCCC2=C(\C1\C1=CC=C(C=C1)C=C1CN(CC1)CCC(F)F)C=CC(=C2)C(=O)O)C (Z)-8-(3-chloro-2-methylphenyl)-9-(4-((1-(3,3-difluoropropyl)pyrrolidin-3-ylidene)methyl)phenyl)-6,7-dihydro-5H-benzo[7]annulene-3-carboxylic acid